F[C@@H]1C[C@H](CCC1)NCC=CC(=O)N 4-(((1S,3S)-3-fluorocyclohexyl)amino)but-2-enamide